ClC1=C(C(=O)N2CCC(CC2)CN2C(CN(CC2)C(=O)OCC2=CC=CC=C2)=O)C=CC(=C1)NC(=O)C=1N(C(=CN1)C=1C(=NN(C1)C1=NC=C(C=C1)[N+](=O)[O-])C(F)(F)F)C benzyl 4-[[1-[2-chloro-4-[[1-methyl-5-[1-(5-nitro-2-pyridyl)-3-(trifluoromethyl)pyrazol-4-yl] imidazole-2-carbonyl] amino] benzoyl]-4-piperidyl] methyl]-3-oxo-piperazine-1-carboxylate